4-(((6-methylpyridin-3-yl)sulfonyl)methyl)aniline CC1=CC=C(C=N1)S(=O)(=O)CC1=CC=C(N)C=C1